COC=1N=C2C(=CC=NC2=CC1OC)OC1=C(C=C(C=C1)NC(=O)C1=CN(C(=C(C1=O)C1=CC(=CC=C1)F)C)C(C)C)F N-[4-[(6,7-dimethoxy-1,5-naphthyridin-4-yl)oxy]-3-fluorophenyl]-5-(3-fluorophenyl)-6-methyl-4-oxo-1-propan-2-ylpyridine-3-carboxamide